tert-butyl (R)-(1-(2-isopropyl-1-methyl-5-nitro-1H-benzo[d]imidazole-4-yl)pyrrolidin-3-yl)carbamate C(C)(C)C1=NC2=C(N1C)C=CC(=C2N2C[C@@H](CC2)NC(OC(C)(C)C)=O)[N+](=O)[O-]